1-(2-((2-ethoxy-4-(4-methyl-4H-1,2,4-triazol-3-yl)phenyl)amino)-6-methylpyrido[3,4-d]pyrimidin-8-yl)pyrrolidine-3-carbonitrile C(C)OC1=C(C=CC(=C1)C1=NN=CN1C)NC=1N=CC2=C(N1)C(=NC(=C2)C)N2CC(CC2)C#N